C(C)OC(C(\C=C(\CCBr)/I)(F)F)=O (Z)-6-bromo-2,2-difluoro-4-iodo-3-hexenoic acid ethyl ester